ClC1=CC(=CC=2COB(C21)O)NC2=NC=C(C(=N2)N[C@H]2[C@@H](CCCC2)C#N)C (trans)-2-[[2-[(7-chloro-1-hydroxy-3H-2,1-benzoxaborole-5-yl)amino]-5-methyl-pyrimidin-4-yl]amino]cyclohexanecarbonitrile